N-(4-((2S,6R)-2,6-dimethylmorpholino)phenyl)-5-fluoro-4-((4-(trifluoromethoxy)cyclohexyl)methoxy)pyrimidin-2-amine C[C@@H]1O[C@@H](CN(C1)C1=CC=C(C=C1)NC1=NC=C(C(=N1)OCC1CCC(CC1)OC(F)(F)F)F)C